[2-bromo-3,5,6-trifluoro-4-(trimethylsilyl)phenyl]methylidene-(methoxy)amine BrC1=C(C(=C(C(=C1F)[Si](C)(C)C)F)F)C=NOC